(R)-2-chloro-N-(5-(difluoromethyl)-6-(2H-1,2,3-triazol-2-yl)pyridin-3-yl)-8,8-dimethyl-7,8-dihydro-6H-cyclopenta[e]pyrazolo[1,5-a]pyrimidine-6-carboxamide ClC1=NN2C(N=CC3=C2C(C[C@H]3C(=O)NC=3C=NC(=C(C3)C(F)F)N3N=CC=N3)(C)C)=C1